O=C1C(=CN=C(N1CC(NCC1=CC=2C=NC=CC2N1)=O)C1=CC=C(C=C1)OCC1=NC=CC=C1)NC(C1=CC=C(C=C1)C1=CC=CC=C1)=O N-[6-oxo-1-[2-oxo-2-(1H-pyrrolo[3,2-c]pyridine-2-ylmethylamino)ethyl]-2-[4-(2-pyridylmethoxy)phenyl]pyrimidin-5-yl]-4-phenyl-benzamide